IC1=C(SC=2N=CN=C(C21)O[C@@H](C(=O)OCC)CC2=C(C=CC=C2)OCC2=NC(=NC=C2)C2=C(C=CC=C2)OC)C#CC ethyl (2R)-2-(5-iodo-6-prop-1-ynyl-thieno[2,3-d]pyrimidin-4-yl)oxy-3-[2-[[2-(2-methoxyphenyl)pyrimidin-4-yl]methoxy]phenyl]propanoate